phenanthroline-3,9-bis-carboxylic acid N1=CC(=CC2=CC=C3C=CC(=NC3=C12)C(=O)O)C(=O)O